OC1=CC=CC2=C1C(=C(O2)C(=O)OCC)C ethyl 4-hydroxy-3-methylbenzofuran-2-carboxylate